F[Sb-](F)(F)(F)(F)F.CC(=CC[S+]1CCCC1)C 1-(3-methylbut-2-enyl)tetrahydro-1H-thiophenium hexafluoroantimonate